N-((S)-2,2-dicyclopropyl-1-(5-(((S)-2-oxo-4-(trifluoromethyl)imidazolidin-1-yl)methyl)benzo[d]oxazol-2-yl)ethyl)-1-ethyl-1H-pyrazole-4-carboxamide C1(CC1)C([C@@H](C=1OC2=C(N1)C=C(C=C2)CN2C(N[C@@H](C2)C(F)(F)F)=O)NC(=O)C=2C=NN(C2)CC)C2CC2